BrC=1N=C(SC1)N1C(N=CC=C1)=O 1-(4-bromo-1,3-thiazol-2-yl)-1,3-diazinon